oxopropionic acid O=C(C(=O)O)C